lithium bis(dimethylsilyl)amide C[SiH](C)[N-][SiH](C)C.[Li+]